1-[(3R)-3-amino-5-fluoro-3,4-dihydro-2H-1-benzopyran-7-yl]-octahydropyrrolo[2,3-c]pyrrole-5-carboxylic acid tert-butyl ester C(C)(C)(C)OC(=O)N1CC2C(C1)CCN2C2=CC1=C(C[C@H](CO1)N)C(=C2)F